(S)-4-((3-(N-(3,5-Difluorophenyl)Methylsulfonamido)Azetidin-1-Yl)(Phenyl)Methyl)Benzoic Acid FC=1C=C(C=C(C1)F)N(S(=O)(=O)C)C1CN(C1)[C@H](C1=CC=C(C(=O)O)C=C1)C1=CC=CC=C1